dimethyl (5'-methyl-4-pentyl-2'-(prop-1-en-2-yl)-1',2',3',4'-tetrahydro-[1,1'-biphenyl]-2,6-diyl) bis(benzylphosphonate) C(C1=CC=CC=C1)P(OC)(OC1=C(C(=CC(=C1)CCCCC)OP(OC)(=O)CC1=CC=CC=C1)C1C(CCC(=C1)C)C(=C)C)=O